C(C(=C)C)(=O)OC1(COC1)CC (3-ethyl-3-Oxetanyl) methacrylate